C(C)[NH+](CCO)CC diethyl(2-hydroxyethyl)azanium